2,2-bis(hydroxymethyl)-butanoic acid OCC(C(=O)O)(CC)CO